D-tartarate C([C@@H](O)[C@H](O)C(=O)[O-])(=O)[O-]